FC=1C=C(C=CC1)C1=CC(=C(N=N1)NN)C 6-(3-fluorophenyl)-3-hydrazino-4-methylpyridazine